3-(3-bromo-2-iodophenoxy)-5-fluorobenzamide BrC=1C(=C(OC=2C=C(C(=O)N)C=C(C2)F)C=CC1)I